ClC=1C=C(C=CC1F)NC(N(CC(F)(F)F)C(C)C1=CN=C(C2=CC=CC=C12)OC)=O 3-(3-chloro-4-fluorophenyl)-1-(1-(1-methoxyisoquinolin-4-yl)ethyl)-1-(2,2,2-trifluoroethyl)urea